(R)-N-(4-Fluoro-2-methoxy-5-((5-(trifluoromethyl)pyridin-2-yl)oxy)phenyl)-3-methyl-2-oxoimidazolidine-4-carboxamide FC1=CC(=C(C=C1OC1=NC=C(C=C1)C(F)(F)F)NC(=O)[C@@H]1N(C(NC1)=O)C)OC